ClC=1C2=C(N=CN1)C=C(C(=N2)NCC2=CC=C(C=C2)OC)OC 4-chloro-7-methoxy-N-(4-methoxybenzyl)pyrido[3,2-d]pyrimidin-6-amine